6-(4-tert-butyl-2-methyl-phenyl)-3-(hydroxymethyl)-2-methyl-1H-pyridin-4-one C(C)(C)(C)C1=CC(=C(C=C1)C1=CC(C(=C(N1)C)CO)=O)C